5-[4-Amino-5-(trifluoromethyl)pyrrolo[2,1-f][1,2,4]triazin-7-yl]-N-[(3R,4S)-1-[1-(3,5-dimethyl-1,2-oxazol-4-yl)ethyl]-4-fluoropyrrolidin-3-yl]-2-methoxypyridin-3-carboxamid NC1=NC=NN2C1=C(C=C2C=2C=C(C(=NC2)OC)C(=O)N[C@@H]2CN(C[C@@H]2F)C(C)C=2C(=NOC2C)C)C(F)(F)F